ONC(\C=C\C1=C(C=CC=C1)NCC1=CC(=CC=C1)N1CCOCC1)=O (E)-N-hydroxy-3-(2-((3-morpholinobenzyl)amino)phenyl)acrylamide